1-[(2,4-dichlorophenyl)methyl]-6-(dimethylamino)indazole-3-carboxylic acid ClC1=C(C=CC(=C1)Cl)CN1N=C(C2=CC=C(C=C12)N(C)C)C(=O)O